FC1=CC=C(O[C@@H](C)C2=NN=C3N2C=CC=C3C(F)(F)F)C=C1 ((S)-1-(4-fluorophenoxy)ethyl)-8-(trifluoromethyl)[1,2,4]triazolo[4,3-a]pyridine